C(C)OC(=O)C=1N(C2=C(C=CC=C2C1)OCCO[Si](C)(C)C(C)(C)C)CC1CC1 7-(2-((tert-butyldimethylsilyl)oxy)ethoxy)-1-(cyclopropylmethyl)-1H-indole-2-carboxylic acid ethyl ester